4-acetyl-5-(4-bromo-phenyl)-3-hydroxy-1-[2-(4-ethoxy-phenyl)-ethyl]-1,5-dihydro-pyrrol-2-one C(C)(=O)C1=C(C(N(C1C1=CC=C(C=C1)Br)CCC1=CC=C(C=C1)OCC)=O)O